BrC1CC2(C1)CCC2 2-bromospiro[3.3]Heptane